FC(CC1=CC=CC=C1)C1=CC=CC=C1 1-fluoro-1,2-diphenylethane